[C@@H](C)(CCCCCCC)OC1=CC=C2C(C=COC2=C1)=O |r| racemic-(RS)-7-sec-nonyloxychromone